ClC1=C(C=C(C=2C3=C(NC12)C(CNC(C3C)=O)(C)C)NCCO)Cl 7,8-Dichloro-10-((2-hydroxyethyl)amino)-1,5,5-trimethyl-3,4,5,6-tetrahydroazepino[4,5-b]indol-2(1H)-one